8,10,11-trihydroxy-9-(hydroxymethyl)-1,2,6a,6b,9,12a-hexamethyl-2,3,4,5,6,6a,7,8,8a,10,11,12,13,14b-tetradecahydro-1H-picene OC1CC2(C3(CCC4CCC(C(C4C3=CCC2C2(CC(C(C(C12)(C)CO)O)O)C)C)C)C)C